OCCCN(C(C1=C(C=CC=C1)C)=O)C N-(3-hydroxypropyl)-N,2-dimethylbenzamide